C1(CC1)C1=CCN(CC1)C(=O)OC(C)(C)C 1-Tert-butyl 4-cyclopropyl-5,6-dihydropyridine-1(2H)-carboxylate